C(C)(C)(C)NNC(=O)C=1C=2C[C@@H]3[C@H](C2N(N1)C1=NC=CN=C1)C3 (1aR,5aR)-2-Pyrazin-2-yl-1a,2,5,5a-tetrahydro-1H-2,3-diaza-cyclopropa[a]pentalene-4-carboxylic acid N'-tert-butyl-hydrazide